BrC=1C=C2C(=CN(C2=CC1)CC1CCOCC1)C(=O)O 5-bromo-1-((tetrahydro-2H-pyran-4-yl)methyl)-1H-indole-3-carboxylic acid